(S)-7-chloro-N-(4-(3-(4-chloro-3-fluorophenoxy)-2-hydroxypropyl)piperazin-1-yl)-1-cyclopropyl-6-fluoro-4-oxo-1,4-dihydroquinoline-3-carboxamide ClC1=C(C=C2C(C(=CN(C2=C1)C1CC1)C(=O)NN1CCN(CC1)C[C@@H](COC1=CC(=C(C=C1)Cl)F)O)=O)F